Benzyl N-[(1S)-1-[(2S,5R,6R)-5-azido-6-[(1R,2R,3S,4R,6S)-4,6-diazido-2,3-dihydroxy-cyclohexoxy]tetrahydropyran-2-yl]propyl]-N-benzyl-carbamate N(=[N+]=[N-])[C@@H]1CC[C@H](O[C@@H]1O[C@H]1[C@@H]([C@H]([C@@H](C[C@@H]1N=[N+]=[N-])N=[N+]=[N-])O)O)[C@H](CC)N(C(OCC1=CC=CC=C1)=O)CC1=CC=CC=C1